(1-(2,6-bis(bis(2-methoxyethyl)amino)-8-(4-methoxypiperidin-1-yl)pyrimido[5,4-d]pyrimidin-4-yl)piperidin-3-yl)methanol COCCN(C=1N=C(C2=C(N1)C(=NC(=N2)N(CCOC)CCOC)N2CCC(CC2)OC)N2CC(CCC2)CO)CCOC